CC1=C[C@@H]([C@@H](CC1)C(=C)C)C1=C(C=C(C=C1O)O)O ((1S,6R)-3-methyl-6-(prop-1-en-2-yl)cyclohex-2-enyl)benzene-1,3,5-triol